CC1=NNC(=C1C=1C=NNC1)C 3,5-Dimethyl-1H,1'H-4,4'-bipyrazol